CC=1N=CNC1C(F)(F)F 4-methyl-5-(trifluoromethyl)-1H-imidazole